C1OC=2C=C(C=CC2O1)NC(=O)C1=CN(C2=CC=CC=C12)CC1=CC(=CC=C1)C(NO)=O N-(3,4-methylenedioxyphenyl)-1-(3-(hydroxycarbamoyl)benzyl)-1H-indole-3-carboxamide